ClC=1C=C(C(=O)O)C=C(C1N1C=C(C=2C=NC(=CC21)C=2C(=NOC2C)C)CC2CCC2)Cl 3,5-dichloro-4-(3-(cyclobutylmethyl)-6-(3,5-dimethylisoxazol-4-yl)-1H-pyrrolo[3,2-c]pyridin-1-yl)benzoic acid